CC1(CCC(CC1)C=1OC2=C(C=C(C=C2C(C1)=O)C)C(C)O)C 2-(4,4-Dimethylcyclohexyl)-8-(1-hydroxyethyl)-6-methyl-chromen-4-one